ClC=1C=CC(=C(C1)C1=C(N=CN1)C1=NC2=CC(=CN=C2C=C1)C1=NN2C(CNCC2)=N1)F 2-[5-(5-chloro-2-fluoro-phenyl)-1H-imidazol-4-yl]-7-(5,6,7,8-tetrahydro-[1,2,4]triazolo[1,5-a]pyrazin-2-yl)-1,5-naphthyridine